OC(=O)C(F)(F)F.C(C=C)[C@@H]1C2CC[C@@H](CN1)N2CC2=CC=CC=C2 (7R,2R,5S)-2-allyl-8-benzyl-3,8-diazabicyclo[3.2.1]octane TFA salt